BrC=1C=CC(=NC1)N(C=1SC2=C(N1)C=CC=C2)COCC[Si](C)(C)C N-(5-bromopyridin-2-yl)-N-((2-(trimethylsilyl)ethoxy)methyl)benzo[d]thiazol-2-amine